N-(6-(4-bromothiazol-2-yl)-4-methoxybenzo[d]isoxazol-3-yl)-2,6-dimethoxybenzenesulfonamide BrC=1N=C(SC1)C1=CC2=C(C(=NO2)NS(=O)(=O)C2=C(C=CC=C2OC)OC)C(=C1)OC